4-(((7-(methylthio)-6-oxo-5,6-dihydro-1,5-naphthyridin-3-yl)methyl)piperazin-1-yl)picolinamide CSC=1C(NC=2C=C(C=NC2C1)CC1N(CCNC1)C1=CC(=NC=C1)C(=O)N)=O